FC(OC1=CC=C(C=C1)NCCN1C[C@@H](CCC1)NC(OCC1=CC=CC=C1)=O)(F)F (R)-benzyl 1-(2-(4-(trifluoromethoxy)phenylamino)ethyl)piperidin-3-ylcarbamate